4-(5-amino-1-(1-(but-2-ynyl)pyrrolidin-3-yl)imidazo[1,5-c]pyrimidin-3-yl)-3-fluoro-N-(pyridin-2-yl)benzamide NC1=NC=CC=2N1C(=NC2C2CN(CC2)CC#CC)C2=C(C=C(C(=O)NC1=NC=CC=C1)C=C2)F